ClC1=C(C2=C(NC(O[C@@]23CN(CC(C3)(C)C)C(=O)C3=NN=C(N3)C(C)(C)C3=CC=CC=C3)=O)C=C1)F (R)-6-Chloro-5-fluoro-5',5'-dimethyl-1'-(5-(2-phenylpropan-2-yl)-4H-1,2,4-triazole-3-carbonyl)spiro[benzo[d][1,3]oxazine-4,3'-piperidin]-2(1H)-one